(R)-4-(3-(8-amino-4-(trifluoromethyl)pyrido[3,4-d]pyrimidin-2-yl)phenyl)-2-(thiazol-2-yl)but-3-yn-2-ol trifluoroacetate FC(C(=O)O)(F)F.NC1=NC=CC2=C1N=C(N=C2C(F)(F)F)C=2C=C(C=CC2)C#C[C@@](C)(O)C=2SC=CN2